benzyl (4-(((tetrahydro-2H-pyran-2-yl) oxy) methyl) benzyl)-carbamate O1C(CCCC1)OCC1=CC=C(CNC(OCC2=CC=CC=C2)=O)C=C1